(pentamethylene) carbonate C1(OCCCCCO1)=O